C1=NC=CC=2N(C=3C=CC=CC3C21)C(=O)[O-] 5H-pyrido[4,3-b]indole-5-carboxylate